4-(3-hydroxyphenyl)-7-(2-methoxyphenyl)-2-methyl-5-oxo-1,4,5,6,7,8-hexahydroquinoline-3-carboxylic acid 8-oxabicyclo[3.2.1]oct-3-yl ester C12CC(CC(CC1)O2)OC(=O)C2=C(NC=1CC(CC(C1C2C2=CC(=CC=C2)O)=O)C2=C(C=CC=C2)OC)C